CC(CCC)(O)O pentane-2,2-diol